tert-butyl 3-({1-[(difluoromethoxy)methyl]cyclopropyl}(methyl)carbamoyl)-4H,5H,6H,7H-pyrazolo[1,5-a]pyrazine-5-carboxylate FC(OCC1(CC1)N(C(=O)C=1C=NN2C1CN(CC2)C(=O)OC(C)(C)C)C)F